3,4-dimethoxyphenylethanamine COC=1C=C(C=CC1OC)C(C)N